Ethyl 1-bromomethyl-3-pyrazolecarboxylate BrCN1N=C(C=C1)C(=O)OCC